((2RS,4SR)-4-(2-(bis(2,4-dimethoxybenzyl)amino)oxazolo[4,5-c]pyridin-7-yl)-4-hydroxytetrahydro-2H-pyran-2-yl)((S)-6,8-dichloro-1-methyl-3,4-dihydroisoquinolin-2(1H)-yl)methanone COC1=C(CN(C=2OC3=C(C=NC=C3[C@]3(C[C@@H](OCC3)C(=O)N3[C@H](C4=C(C=C(C=C4CC3)Cl)Cl)C)O)N2)CC2=C(C=C(C=C2)OC)OC)C=CC(=C1)OC |&1:14,16|